tert.Butylmethyl ((3-(6-(methylamino)imidazo[1,2-a]pyridin-3-yl)phenyl)sulfonyl)carbamate CNC=1C=CC=2N(C1)C(=CN2)C=2C=C(C=CC2)S(=O)(=O)NC(OCC(C)(C)C)=O